rac-benzyl {[(2S,3S,4R)-2,3-dimethyl-3,4-dihydro-2H-pyrano[3,2-b]pyridin-4-yl]methyl}carbamate C[C@H]1[C@H]([C@@H](C2=NC=CC=C2O1)CNC(OCC1=CC=CC=C1)=O)C |r|